4-Chloro-2-cyclopentylphenol, potassium salt [K].ClC1=CC(=C(C=C1)O)C1CCCC1